C(C)(C)(C)C1=CC=C(C=C1)NC1CCC(CC1)O 4-((4-(tert-butyl)phenyl)amino)cyclohexane-1-ol